C(#N)[C@H](CC1C(NCC1)=O)NC(=O)[C@@H]1[C@H]2C([C@H]2CN1C(CN1CCOCC1)=O)(C)C (1R,2S,5S)-N-[(1S)-1-cyano-2-(2-oxopyrrolidin-3-yl)ethyl]-6,6-dimethyl-3-(2-morpholinoacetyl)-3-azabicyclo[3.1.0]hexane-2-carboxamide